[Ru].[I-].[CH3+].C(#N)C1=CC=C(OC2=C(C=C(C=C2)NS(=O)(=O)C)C=2C3=C(C(N(C2)C)=O)NC=C3)C=C1 N-[4-(4-cyanophenoxy)-3-(6-methyl-7-oxo-6,7-dihydro-1H-pyrrolo[2,3-c]pyridin-4-yl)phenyl]methanesulfonamide carbenium iodide ruthenium